benzoimidazole-5-carboxylic acid [2-(2-fluoro-ethoxy)-ethyl]-amide FCCOCCNC(=O)C1=CC2=C(N=CN2)C=C1